ethoxyphenyl-3-propanol C(C)OC(CCO)C1=CC=CC=C1